6-chloro-2-((4-bromobenzyl)sulfinyl)benzo[d]oxazole ClC1=CC2=C(N=C(O2)S(=O)CC2=CC=C(C=C2)Br)C=C1